(tetrahydro-2H-pyran-2-yl)-1H-benzo[f]indazol-4-ol O1C(CCCC1)N1N=CC=2C(=C3C(=CC12)C=CC=C3)O